2,6-dimethyl-tridecyl alcohol CC(CO)CCCC(CCCCCCC)C